(S)-6-Isopropyl-N-(3-(1-((4-methyl-4H-1,2,4-triazol-3-yl)thio)ethyl)phenyl)picolinamide C(C)(C)C1=CC=CC(=N1)C(=O)NC1=CC(=CC=C1)[C@H](C)SC1=NN=CN1C